FC1=CC=C(C=C1)C1(CNC1)CNC1=CC(=NC2=CC=C(C=C12)C(F)(F)F)C(F)(F)F N-((3-(4-fluorophenyl)azetidin-3-yl)methyl)-2,6-bis(trifluoromethyl)quinolin-4-amine